1-(3,4-dimethyl-2-phenyl-2H-pyrazolo[3,4-d]pyridazin-7-yl)-N-(pyridin-3-ylmethyl)piperidine-4-carboxamide CC=1N(N=C2C(=NN=C(C21)C)N2CCC(CC2)C(=O)NCC=2C=NC=CC2)C2=CC=CC=C2